C(C)N1N=NC2=C1C=C(C=C2)C2=CNC=1N=C(N=CC12)N[C@H](COC)C (S)-5-(1-ethyl-1H-benzo[d][1,2,3]triazol-6-yl)-N-(1-methoxypropan-2-yl)-7H-pyrrolo[2,3-d]pyrimidin-2-amine